N,N'-Di-t-Butoxycarbonyl-N'-(4-hydroxyphenyl-methylthio)guanidine C(C)(C)(C)OC(=O)NC(=N)N(SCC1=CC=C(C=C1)O)C(=O)OC(C)(C)C